BrC1=CC=C2CC[C@@H](C2=C1)[C@@H](C(=O)NC1=C(C=C(C=C1)[C@@H](C(=O)N(CC(F)(F)F)C)C)F)NC(=O)C1=CC=NN1CC N-((S)-1-((S)-6-bromo-2,3-dihydro-1H-inden-1-yl)-2-((2-fluoro-4-((S)-1-(methyl(2,2,2-trifluoroethyl)amino)-1-oxopropan-2-yl)phenyl)amino)-2-oxoethyl)-1-ethyl-1H-pyrazole-5-carboxamide